{2,7-Dimethylpyrazolo[1,5-a]pyridin-5-yl}-2-[6-(1-methylazetidin-3-yl)pyridazin-3-yl]phenol CC1=NN2C(C=C(C=C2C)C=2C(=C(C=CC2)O)C=2N=NC(=CC2)C2CN(C2)C)=C1